S1C=CC=2C1=NC=C(C2)C#N thieno[2,3-b]pyridine-5-carbonitrile